(pyridin-4-yl)acetic acid N1=CC=C(C=C1)CC(=O)O